Tert-Butyl 4-(2,2-dimethyl-2H-1,3-benzodioxol-5-yl)-3,6-dihydropyridine-1(2H)-carboxylate CC1(OC2=C(O1)C=CC(=C2)C=2CCN(CC2)C(=O)OC(C)(C)C)C